trivinyl-cyclohexane C(=C)C1C(CCCC1)(C=C)C=C